N-cyclopropyl-4-(4-((3-ethyl-9-fluoro-2-oxo-2,3-dihydro-1H-pyrimido[4,5,6-de]quinazolin-8-yl)methyl)piperazin-1-yl)-3-fluorobenzamide C1(CC1)NC(C1=CC(=C(C=C1)N1CCN(CC1)CC1=CC=2C3=C(N(C(NC3=C1F)=O)CC)N=CN2)F)=O